O=C1N(CC2=NC(=CC=C21)NCC2=NC=CN=C2)CCNC(=O)C2CC2 N-(2-(5-oxo-2-((pyrazin-2-ylmethyl)amino)-5,7-dihydro-6H-pyrrolo[3,4-b]pyridin-6-yl)ethyl)cyclopropanecarboxamide